tert-Butyl 4-(4-fluoro-1-{2-oxo-2-[(2S)-2-(trifluoromethyl)morpholin-4-yl]ethyl}-1H-indazol-3-yl)piperidine-1-carboxylate FC1=C2C(=NN(C2=CC=C1)CC(N1C[C@H](OCC1)C(F)(F)F)=O)C1CCN(CC1)C(=O)OC(C)(C)C